5-bromo-2-[2-(3,4-difluoro-2-methyl-phenoxy)-3-quinolinyl]-6-methyl-4-oxo-1H-pyridine-3-carboxylic acid ethyl ester C(C)OC(=O)C1=C(NC(=C(C1=O)Br)C)C=1C(=NC2=CC=CC=C2C1)OC1=C(C(=C(C=C1)F)F)C